CC1=C(CCC1)O 2-Methyl-1-cyclopenten-1-ol